CC1=C(C2=C(N=N1)SC1=C2N=CN=C1N1CC(CC1)N(C)C)C 1-(3,4-dimethylpyrimidino[4',5':4,5]thieno[2,3-c]pyridazin-8-yl)-N,N-dimethylpyrrolidin-3-amine